C(\C=C\C(=O)O)(=O)O.C(C)N(C(C1=C(C=CC(=C1)F)OC1=C(N=CN=N1)N1CC2(CN(C2)[C@@H](C(C)C)CCCN(C)CC(C)(C)O)CC1)=O)C(C)C (R)-N-Ethyl-5-fluoro-2-((5-(2-(6-((2-hydroxy-2-methylpropyl)(methyl)amino)-2-methylhexan-3-yl)-2,6-diazaspiro[3.4]oct-6-yl)-1,2,4-triazin-6-yl)oxy)-N-isopropylbenzamide fumarate